C(C)[C@@H]1N(C[C@H](N(C1)C(C)C1=CC=2N(C=C1)C=CN2)CC)C=2C=1C(N(C(C2)=O)C)=CN(N1)CC#N 2-(7-((2S,5R)-2,5-diethyl-4-(1-(imidazo[1,2-a]pyridin-7-yl)ethyl)piperazin-1-yl)-4-methyl-5-oxo-4,5-dihydro-2H-pyrazolo[4,3-b]pyridin-2-yl)acetonitrile